1,4-divinyl-naphthalene C(=C)C1=CC=C(C2=CC=CC=C12)C=C